5-[3-Bromo-6-fluoro-2-(4-fluorophenyl)pyrrolo[2,3-b]pyridin-1-yl]indolin BrC1=C(N(C2=NC(=CC=C21)F)C=2C=C1CCNC1=CC2)C2=CC=C(C=C2)F